(4-(2-(1,4-dimethyl-1H-pyrazol-5-yl)-5-fluoropyrimidin-4-yl)piperazin-1-yl)(5-(thiazol-4-yl)-4,5-dihydro-1H-pyrazol-1-yl)methanone CN1N=CC(=C1C1=NC=C(C(=N1)N1CCN(CC1)C(=O)N1N=CCC1C=1N=CSC1)F)C